N-((1s,3s)-3-((7-methoxy-4-(naphthalen-1-ylamino)quinazolin-6-yl)oxy)cyclobutyl)propiolamide COC1=C(C=C2C(=NC=NC2=C1)NC1=CC=CC2=CC=CC=C12)OC1CC(C1)NC(C#C)=O